N-[3-(Trimethyloxysilyl) propyl] Ethylendiamin methyl α-benzyloxyacrylate C(C1=CC=CC=C1)OC(C(=O)OC)=C.CO[Si](CCCNCCN)(OC)OC